rac-4-methyl-3-((3as,5r,7as)-1,3,3,5,7-pentamethyloctahydrobenzo[c]isoxazol-5-yl)benzonitrile CC1=C(C=C(C#N)C=C1)[C@]1(C[C@H]2[C@@H](N(OC2(C)C)C)[C@@H](C1)C)C |&1:19|